8-[(2s,5r)-4-[(4-fluorophenyl)[3-(morpholin-4-yl)-1,2,4-oxadiazol-5-yl]methyl]-2,5-dimethylpiperazin-1-yl]-5-methyl-6-oxo-5,6-dihydro-1,5-naphthyridine-2-carbonitrile FC1=CC=C(C=C1)C(N1C[C@@H](N(C[C@H]1C)C1=CC(N(C=2C=CC(=NC12)C#N)C)=O)C)C1=NC(=NO1)N1CCOCC1